2-amino-3-methyl-N-((1R,4R)-4-methyl-1,2,3,4-tetrahydro-1-naphthalenyl)-N-((5-(trifluoromethyl)-2-pyridinyl)methyl)-6-quinolinecarboxamide NC1=NC2=CC=C(C=C2C=C1C)C(=O)N(CC1=NC=C(C=C1)C(F)(F)F)[C@@H]1CC[C@H](C2=CC=CC=C12)C